CC1=CC=2C(N3C(=NC2C(=C1)[C@@H](C)NC1=C(N=CS1)C(=O)O)C1(CC3)CCC1)=O (R)-5-((1-(7'-methyl-9'-oxo-1',2'-dihydro-9'H-spiro[cyclobutane-1,3'-pyrrolo[2,1-b]quinazolin]-5'-yl)ethyl)amino)thiazole-4-carboxylic acid